((3R,4R)-4-(((6-((4-(1H-pyrazol-1-yl)benzyl)(ethyl)amino)-5-fluoropyrimidin-4-yl)amino)methyl)-3-hydroxypiperidin-1-yl)acetamide N1(N=CC=C1)C1=CC=C(CN(C2=C(C(=NC=N2)NC[C@@H]2[C@H](CN(CC2)CC(=O)N)O)F)CC)C=C1